ClC1=NN(C2=NC(=NC=C21)Cl)C[C@@H](COC2=NN(C(=C2[N+](=O)[O-])C)C=2C(=NC=C(C2)F)OC)C (S)-3,6-dichloro-1-(3-((1-(5-fluoro-2-methoxypyridin-3-yl)-5-methyl-4-nitro-1H-pyrazol-3-yl)oxy)-2-methylpropyl)-1H-pyrazolo[3,4-d]pyrimidine